(S)-7-(3-Fluoropyridin-4-yl)-2-(3-methoxybenzyl)hexahydroimidazo[1,5-a]pyrazin-3(2H)-one FC=1C=NC=CC1N1C[C@@H]2N(CC1)C(N(C2)CC2=CC(=CC=C2)OC)=O